copper-zinc salt [Zn].[Cu]